C(C)OC([C@H](CC1=CC(=NN1C(C)C)C(F)(F)F)C)=O (S)-3-(1-isopropyl-3-(trifluoromethyl)-1H-pyrazol-5-yl)-2-methylpropanoic acid ethyl ester